(1-methyl-1H-pyrazolo[4,3-b]pyridin-5-yl)methanone CN1N=CC2=NC(=CC=C21)C=O